COC1CN(C1)[C@H]1[C@H](CCCC1)OC=1C=C2CN(C(C2=CC1)=O)C1C(NC(CC1)=O)=O 3-(5-(((1S,2R)-2-(3-methoxyazetidin-1-yl)cyclohexyl)oxy)-1-oxoisoindolin-2-yl)piperidine-2,6-dione